1-phenyl-1H-1,2,3-triazole-5-carboxylic acid C1(=CC=CC=C1)N1N=NC=C1C(=O)O